2-[3-(difluoromethoxy)phenoxy]-N-{3-[(2-methylpyrazolo[1,5-a]pyrazin-4-yl)amino]bicyclo[1.1.1]pent-1-yl}acetamide FC(OC=1C=C(OCC(=O)NC23CC(C2)(C3)NC=3C=2N(C=CN3)N=C(C2)C)C=CC1)F